N[C@H](C)C1=CC=C2C(=N1)N(C(=C2)C2=NC1=C(N2C)C(=C(C(=C1)C(=O)OC)F)F)CC(C=C)(F)F methyl (R)-2-(6-(1-aminoethyl)-1-(2,2-difluorobut-3-en-1-yl)-1H-pyrrolo[2,3-b]pyridin-2-yl)-6,7-difluoro-1-methyl-1H-benzo[d]imidazole-5-carboxylate